[Cl-].ClC=[N+](C)C N-(Chloromethylene)-N-methylmethanaminium chloride